N[C@H]1CS(C2=C(N(C1=O)CC1=CC=C(C=C1)OCC1CCOCC1)C=C(C=C2)C=2OC(=NN2)C(C)(C)C)(=O)=O (3R)-3-amino-7-(5-tert-butyl-1,3,4-oxadiazol-2-yl)-1,1-dioxo-5-[[4-(tetrahydropyran-4-ylmethoxy)phenyl]methyl]-2,3-dihydro-1lambda6,5-benzothiazepin-4-one